oxazete C1=CON1